C(=O)C=1C=CC(=NC1)C(=O)NC=1C(=C(C=CC1)C1=C(C(=CC=C1)C1=CC=2N(C=C1)N=C(N2)C=O)C)C 5-formyl-N-(3'-(2-formyl-[1,2,4]triazolo[1,5-a]pyridin-7-yl)-2,2'-dimethyl-[1,1'-biphenyl]-3-yl)picolinamide